5-chloro-4-[4-(cyclohexylmethyl)piperazin-1-yl]-2-(4-pyridinyl)-1H-pyrimidin-6-one ClC1=C(N=C(NC1=O)C1=CC=NC=C1)N1CCN(CC1)CC1CCCCC1